COC=1C=C2C(=CN1)NN=C2C2=NC=NC(=C2)N2CCNCC2 5-methoxy-3-(6-piperazin-1-ylpyrimidin-4-yl)-1H-pyrazolo[3,4-c]pyridine